2-ethyl-9,10-bis(acetyloxy)anthracene C(C)C1=CC2=C(C3=CC=CC=C3C(=C2C=C1)OC(C)=O)OC(C)=O